3,6-dihydrooxathiine 2,2-dioxide O1S(CC=CC1)(=O)=O